CN(CCCNC(=O)C=1C=CN2N=CN=C(C21)NC2=CC(=C(C=C2)O)C)C N-(3-(dimethylamino)propyl)-4-((4-hydroxy-3-methylphenyl)amino)pyrrolo[2,1-f][1,2,4]triazine-5-carboxamide